N-(3-(4-(3-(diisobutylamino)propyl)piperazin-1-yl)propyl)-1H-benzo[d]imidazol-2-amine, sesqui-succinate salt C(CCC(=O)O)(=O)O.C(C(C)C)N(CCCN1CCN(CC1)CCCNC1=NC2=C(N1)C=CC=C2)CC(C)C.C(CCC(=O)O)(=O)O.C(CCC(=O)O)(=O)O.C(C(C)C)N(CC(C)C)CCCN2CCN(CC2)CCCNC2=NC1=C(N2)C=CC=C1